4-hydroxy-cyclohexylmethylamine OC1CCC(CC1)CN